2-((3aR,5r,6aS)-5-hydroxy-5-(pyridin-2-ylmethyl)hexahydrocyclopenta[c]pyrrol-2(1H)-yl)-1-(4-hydroxyphenyl)ethanone OC1(C[C@@H]2[C@@H](CN(C2)CC(=O)C2=CC=C(C=C2)O)C1)CC1=NC=CC=C1